C1=CC=[Si](C=C1)O silinol